C(C(C)C)(=O)OC(F)(F)F perfluoro-methyl isobutyrate